C(C1=CC=CC=C1)OC1=NC(=CC=C1C1=NN(C2=CC(=CC=C12)O[C@@H]1[C@@H](CC2(CN(C2)C(=O)OC(C)(C)C)CC1)C)C)OCC1=CC=CC=C1 tert-butyl (6R,7S)-7-[3-(2,6-dibenzyloxy-3-pyridyl)-1-methyl-indazol-6-yl]oxy-6-methyl-2-azaspiro[3.5]nonane-2-carboxylate